2-(methylthio)naphtho[1,2-d]thiazole CSC=1SC2=C(N1)C1=CC=CC=C1C=C2